COC=1N=C2C(=CC=NC2=CC1OC)OC1=C(C=C(C=C1)NC(=O)C=1C(=NC(=C(C1O)C1=C(C=C(C=C1)F)C)C)C)F N-[4-[(6,7-Dimethoxy-1,5-naphthyridin-4-yl)oxy]-3-fluorophenyl]-5-(4-fluoro-2-methylphenyl)-4-hydroxy-2,6-dimethylpyridine-3-carboxamide